3-(2-{6-[4-(2,2-difluoroethyl)-1-piperazinyl]-4-methoxy-3-pyridylamino}-4-pyrimidinylamino)-8-fluoro-1,2-dihydro-2-quinolinone FC(CN1CCN(CC1)C1=CC(=C(C=N1)NC1=NC=CC(=N1)NC=1C(NC2=C(C=CC=C2C1)F)=O)OC)F